CN(C1CCN(CC1)C(=O)C1=CC=C(C=C1)C1=NN2C(S1)=NC=C2C2=CC=C(C=C2)O)C (4-(dimethylamino)piperidin-1-yl)(4-(5-(4-hydroxyphenyl)imidazo[2,1-b][1,3,4]thiadiazol-2-yl)phenyl)methanone